cis-5-(4-(2,7-diazaspiro[3.5]nonane-7-yl)phenyl)-6-(2-fluorophenyl)-5,6,7,8-tetrahydronaphthalen-2-ol C1NCC12CCN(CC2)C2=CC=C(C=C2)[C@@H]2C=1C=CC(=CC1CC[C@@H]2C2=C(C=CC=C2)F)O